11-(4-Dimethylamino-3-hydroxy-6-methyl-tetrahydro-pyran-2-yloxy)-2-ethyl-3,4,10,13-tetrahydroxy-3,5,6,8,10,12,14-heptamethyl-1-oxa-6-aza-cyclopentadecan-15-one CN(C1C(C(OC(C1)C)OC1C(CC(CN(C(C(C(C(OC(C(C(C1C)O)C)=O)CC)(C)O)O)C)C)C)(C)O)O)C